ClC1=NC=C2N(C(N(C2=N1)C1CCOCC1)=O)C([2H])([2H])[2H] 2-chloro-7-(methyl-d3)-9-(tetrahydro-2H-pyran-4-yl)-7,9-dihydro-8H-purin-8-one